NC1=C(C(=O)N2CCC(CC2)C2=C3C(=NC=C2F)NC(C3)=O)C=CC(=C1)OC(F)(F)F 4-{1-[2-amino-4-(trifluoromethoxy)benzoyl]piperidin-4-yl}-5-fluoro-1H,3H-pyrrolo[2,3-b]pyridin-2-one